O=C1N(C(CC1)=O)C=1C(=C(C(=O)O)C=CC1)OCC.N1C(=CC2=CC=CC=C12)C1CC(=O)NC1=O 3-(indole-2-yl)succinimide 2,5-dioxopyrrolidin-1-yl-2-ethoxybenzoate